N1=CC(=CC=C1)OC1=CC=C(C=C1)C=1C=C2C=NC=NC2=C(C1)C=1C=C(C=CC1)NC(C=C)=O N-(3-(6-(4-(pyridin-3-yloxy)phenyl)quinazolin-8-yl)phenyl)acrylamide